ClC=1C(N(C=CC1Cl)C1=CC=C(C=C1)N1N=CC(=C1C(F)(F)F)S(=O)(=O)NCC)=O 1-(4-(3,4-dichloro-2-oxopyridin-1(2H)-yl)phenyl)-N-ethyl-5-(trifluoromethyl)-1H-pyrazole-4-sulfonamide